2-(4-amino-6-fluoro-8-methoxy-9H-pyrimido[4,5-b]indol-9-yl)acetic acid NC1=NC=NC=2N(C3=C(C=C(C=C3C21)F)OC)CC(=O)O